8-(4-Chlorophenyl)-9-(4-((1-(3-fluoropropyl)azetidin-3-yl)methyl)phenyl)-6,7-dihydro-5H-benzo[7]annulen ClC1=CC=C(C=C1)C=1CCCC2=C(C1C1=CC=C(C=C1)CC1CN(C1)CCCF)C=CC=C2